N-(4-((2-methoxy-3-(1-methyl-1H-1,2,4-triazol-3-yl)phenyl)amino)-5-(pyridazin-3-yl)pyridin-2-yl)cyclopropanecarboxamide COC1=C(C=CC=C1C1=NN(C=N1)C)NC1=CC(=NC=C1C=1N=NC=CC1)NC(=O)C1CC1